3,6,8,8-tetramethyloctahydro-1H-3a,7-methanoazulen-6-yl-3-(3-methoxy-4-(pivaloyloxy)phenyl)acrylate CC1CCC2C(C3C(CCC12C3)(C)OC(C=CC3=CC(=C(C=C3)OC(C(C)(C)C)=O)OC)=O)(C)C